Ethyl-2-(2-(3-chloro-4-(9-(3-chlorobenzyl)-6-(1-methylcyclopropoxy)-9H-purin-8-yl)phenoxy) ethoxy)acetate C(C)OC(COCCOC1=CC(=C(C=C1)C=1N(C2=NC=NC(=C2N1)OC1(CC1)C)CC1=CC(=CC=C1)Cl)Cl)=O